[N+](=O)([O-])C=1C=CC(C2CCCC(C12)=O)NC(C)=O N-(8-nitro-1-oxo-tetrahydronaphthalen-5-yl)acetamide